ClC=1C=C2C=C(NC2=CC1C1=NSC=C1)CNC(C)=O N-{[5-chloro-6-(3-isothiazolyl)-2-indolyl]methyl}acetamide